tert-Butyl (2-(1-(2-((8-carbamoylbenzo[c][2,6]naphthyridin-5-yl)amino)ethyl)-1H-imidazol-4-yl)ethyl)((2-chloro-[1,1'-biphenyl]-4-yl)methyl)carbamate C(N)(=O)C=1C=CC2=C(N=C(C3=CC=NC=C23)NCCN2C=NC(=C2)CCN(C(OC(C)(C)C)=O)CC2=CC(=C(C=C2)C2=CC=CC=C2)Cl)C1